CC(C(=O)NC1(CC1)CN1CCCC1)(C)C1=NN(C2=CC=CC=C12)C 2-methyl-2-(1-methyl-1H-indazol-3-yl)-N-(1-(pyrrolidin-1-ylmethyl)cyclopropyl)propanamide